N-methyl-N-(2-(methylsulfonyl)ethyl)prop-2-yn-1-amine CN(CC#C)CCS(=O)(=O)C